tert-Butyl 4-(4-((4-phenoxypyrimidin-2-yl)amino)phenyl)piperazine-1-carboxylate O(C1=CC=CC=C1)C1=NC(=NC=C1)NC1=CC=C(C=C1)N1CCN(CC1)C(=O)OC(C)(C)C